N1C=C(C2=CC=CC=C12)CC(CCCC)NC(=O)C1=CC2=C(S1)C=C(C=C2)N2CCN(CC2)C N-(1-(1H-indol-3-yl)hexane-2-yl)-6-(4-methylpiperazine-1-yl)benzo[b]thiophene-2-carboxamide